5-amino-N-(5-cyclopropyl-4-(3,4-difluorophenyl)thiazol-2-yl)-3-methylpyridine-2-sulfonamide NC=1C=C(C(=NC1)S(=O)(=O)NC=1SC(=C(N1)C1=CC(=C(C=C1)F)F)C1CC1)C